3-(5-fluoro-2-hydroxybenzyl)-1-methylpyridine FC=1C=CC(=C(CC=2CN(C=CC2)C)C1)O